1,2-bis(3,5-di-tert-butyl-4-hydroxyphenyl)ethane C(C)(C)(C)C=1C=C(C=C(C1O)C(C)(C)C)CCC1=CC(=C(C(=C1)C(C)(C)C)O)C(C)(C)C